C(=O)[C@@H]1[C@@H]2CC[C@H](CN1C(=O)OCC1=CC=CC=C1)N2C(=O)OC(C)(C)C 3-benzyl 8-(tert-butyl) (1S,2S,5R)-2-formyl-3,8-diazabicyclo[3.2.1]octane-3,8-dicarboxylate